bis-(2,4-dianilino-s-triazin-6-ylamino)stilbene-2,2'-disulfonic acid N(C1=CC=CC=C1)C1=NC(=NC(=N1)NC1=CC=CC=C1)NC(=C(C=1C(=CC=CC1)S(=O)(=O)O)NC1=NC(=NC(=N1)NC1=CC=CC=C1)NC1=CC=CC=C1)C=1C(=CC=CC1)S(=O)(=O)O